[3-[3-(2-Aminoethoxycarbamoyl)pyrazol-1-yl]-7-oxo-1,6-diazabicyclo[3.2.1]oct-3-en-6-yl]-hydrogensulfat NCCONC(=O)C1=NN(C=C1)C=1CN2C(N(C(C1)C2)OS(=O)(=O)O)=O